N-[(1R)-1-(2,4-dichlorophenyl)ethyl]-2-methyl-5-{4-[(2R)-1-methylpyrrolidine-2-carbonyl]piperazin-1-yl}pyrazolo[4,3-d]pyrimidin-7-amine ClC1=C(C=CC(=C1)Cl)[C@@H](C)NC=1C=2C(N=C(N1)N1CCN(CC1)C(=O)[C@@H]1N(CCC1)C)=CN(N2)C